C(C)OC1=NC=CC=C1C1=CC(=C2C(=N1)C(=NN2C(C)C)C)NCC2=CC=CC=1N2N=C(N1)C 5-(2-ethoxy-3-pyridinyl)-1-isopropyl-3-methyl-N-[(2-methyl-[1,2,4]triazolo[1,5-a]pyridin-5-yl)methyl]pyrazolo[4,3-b]pyridin-7-amine